spiro[cyclohexane-1,3'-indoline]-2'-one N1C(C2(C3=CC=CC=C13)CCCCC2)=O